C(C)N(C(CC1=C(N=C2N1C=CC(=C2)C)C2=CC(=C(C=C2)Cl)Cl)=O)CC2=NC=CC=C2 N-ethyl-N-(2-pyridylmethyl)-2-[2-(3,4-dichlorophenyl)-7-methyl-imidazo[1,2-a]pyridin-3-yl]-acetamide